(R)-3,4-dichloro-2-(1-ethyl-1,4,5,6-tetrahydrocyclopenta[c]pyrazol-5-yl)phenol ClC=1C(=C(C=CC1Cl)O)[C@@H]1CC2=C(N(N=C2)CC)C1